1-(2-fluorophenyl)aminocyclopropane (1R,2R,4S,5S,7S)-ethyl-7-cyano-3-oxa-9-azatricyclo[3.3.1.02,4]nonane-9-carboxylate C(C)OC(=O)N1[C@H]2[C@H]3O[C@H]3[C@@H]1CC(C2)C#N.FC2=C(C=CC=C2)NC2CC2